FC1CN(CCC1)C=1C=C2C(=CC=NC2=CC1)C(=O)O 6-(3-fluoropiperidin-1-yl)quinoline-4-carboxylic acid